CC1=CC=CC=2C(C3=CC=CC(=C3C(C12)=O)O)=O 1-methyl-8-hydroxy-9,10-anthraquinone